CC1(OCC[C@@H](C1)C=1C=C2C=C(N(C2=CC1)[C@@]1([C@H](C1)C(C([2H])([2H])[2H])(C([2H])([2H])[2H])O)C1=NOC(N1)=C=O)C(=O)O)C 5-((S)-2,2-dimethyltetrahydro-2H-pyran-4-yl)-1-((1S,2S)-2-(2-hydroxypropane-2-yl-1,1,1,3,3,3-d6)-1-(5-carbonyl-4,5-dihydro-1,2,4-oxadiazol-3-yl)cyclopropyl)-1H-indole-2-carboxylic acid